trityl-adenosine phosphoramidite P(O)(N)OC[C@@H]1[C@H]([C@H]([C@@](O1)(N1C=NC=2C(N)=NC=NC12)C(C1=CC=CC=C1)(C1=CC=CC=C1)C1=CC=CC=C1)O)O